8-(3-chloro-2-fluorophenyl)-6-(4-fluoro-1-methyl-1H-pyrazol-3-yl)-2-(methanesulfinyl)-8-methyl-7,8-dihydropyrido[4,3-d]pyrimidin-5(6H)-one ClC=1C(=C(C=CC1)C1(CN(C(C2=C1N=C(N=C2)S(=O)C)=O)C2=NN(C=C2F)C)C)F